C(C)C1CCC(CC1)NC(=O)C1=CC(=CC(=C1)C(=O)NC1CCC(CC1)CC)C(=O)NC1CCC(CC1)CC 1,3,5-benzenetricarboxylic acid, tris(4-ethylcyclohexylamide)